BrC1=CC(=C(C(=O)NC2=NC(=NC(=C2)C)N2CCC(CC2)(F)F)C=C1)N1CCN(CC1)C1CC1 4-bromo-2-(4-cyclopropylpiperazin-1-yl)-N-(2-(4,4-difluoropiperidin-1-yl)-6-methylpyrimidin-4-yl)benzamide